tert-butyl (2S,4R)-4-(((benzyloxy)carbonyl)oxy)-2-((difluoromethoxy)methyl)pyrrolidine-1-carboxylate C(C1=CC=CC=C1)OC(=O)O[C@@H]1C[C@H](N(C1)C(=O)OC(C)(C)C)COC(F)F